C(C(C)C)NC(CNC(=O)C1=CC2=C(C=N1)CNC2)=O N-(2-(isobutylamino)-2-oxoethyl)-2,3-dihydro-1H-pyrrolo[3,4-c]pyridine-6-carboxamide